6-(1-methylpyrazol-3-yl)-4-morpholino-2-[3-(m-tolyl)pyrazol-1-yl]furo[3,2-d]pyrimidine CN1N=C(C=C1)C1=CC=2N=C(N=C(C2O1)N1CCOCC1)N1N=C(C=C1)C=1C=C(C=CC1)C